ClC1=CC=CC(=N1)C(=O)OC(C)(C)C tert-Butyl 6-chloropyridine-2-carboxylate